C12C=CC(C(C1)CN1C[C@@H]3[C@H](C1)CC(C3)COC=3N=NC(=CC3)C3=C(C=CC(=C3)F)Cl)C2 (3aR,6aS)-2-(5-bicyclo[2.2.1]hept-2-enylmethyl)-5-[[6-(2-chloro-5-fluoro-phenyl)pyridazin-3-yl]oxymethyl]-3,3a,4,5,6,6a-hexahydro-1H-cyclopenta[c]pyrrole